FC(C=1C=C(OC2=C3C=CC=NC3=CC(=C2)NC(OC(C)(C)C)=O)C=CC1)(F)F tert-Butyl N-[5-[3-(trifluoromethyl)phenoxy]-7-quinolyl]carbamate